N-(tert-butoxycarbonyl)-L-tyrosine methyl ester COC([C@@H](NC(=O)OC(C)(C)C)CC1=CC=C(C=C1)O)=O